C(=O)(C=C)OCCCCOC1=C(C=C(C(=O)OC2=C(C=C(C=C2)OC(C2=CC(=C(C=C2)OCCCCOC(C=C)=O)C)=O)OC)C=C1C)C 4-({4-[4-(acryloyloxy) butoxy]-3-methylbenzoyl} oxy)-2-methoxyphenyl 4-[4-(acryl-oxy) butoxy]-3,5-dimethylbenzoate